(2s,3aR,5r,6aS)-5-acetamido-N-(5-chloro-4-(5-cyano-2,2-dimethyl-2,3-dihydro-1H-pyrrolizin-7-yl)pyridin-2-yl)octahydropentalene-2-carboxamide C(C)(=O)NC1C[C@H]2CC(C[C@H]2C1)C(=O)NC1=NC=C(C(=C1)C=1C=C(N2CC(CC12)(C)C)C#N)Cl